1-[3-(difluoromethyl)-6-[3-(6-methylpyridazin-3-yl)-2-oxo-1H-imidazo[4,5-f]benzimidazol-7-yl]-2-pyridyl]-5-methyl-pyrazole-3-carbonitrile FC(C=1C(=NC(=CC1)N1C=NC2=C1C=C1C(=C2)N(C(N1)=O)C=1N=NC(=CC1)C)N1N=C(C=C1C)C#N)F